2-((2-((4-(4-(4-(4-(2,4-dioxotetrahydropyrimidin-1(2H)-yl)-2-fluorobenzyl)piperazin-1-yl)piperidin-1-yl)-2-methoxyphenyl)amino)-5-(trifluoromethyl)pyridin-4-yl)amino)-N-methylbenzamide O=C1N(CCC(N1)=O)C1=CC(=C(CN2CCN(CC2)C2CCN(CC2)C2=CC(=C(C=C2)NC2=NC=C(C(=C2)NC2=C(C(=O)NC)C=CC=C2)C(F)(F)F)OC)C=C1)F